COC(=O)C1=CC2=C(N(C(=N2)C(C(F)(F)F)(C2=CC=CC=C2)O)CC)C(=C1)OC 1-Ethyl-7-methoxy-2-(2,2,2-trifluoro-1-hydroxy-1-phenylethyl)-1H-benzo[d]Imidazole-5-carboxylic acid methyl ester